P(O)(=O)(OP(=O)(O)OP(=O)(O)O)OC[C@@H]1[C@H]([C@H]([C@@](O1)(C1=CNC(=O)NC1=O)COC)O)O methoxymethylpseudouridine-5'-triphosphate